C(C)SC(=O)OCC(=O)OC Methyl (((ethylthio)carbonyl)oxy)acetate